2-{2-bromo-5-[(1E)-prop-1-en-1-yl]phenyl}-1,4-dioxepan-6-one BrC1=C(C=C(C=C1)\C=C\C)C1OCC(COC1)=O